CN(C=CCC)C 1-(dimethylamino)-1-butene